3,6-bis(2-chlorophenyl)-1,2,4,5-tetrazine ClC1=C(C=CC=C1)C=1N=NC(=NN1)C1=C(C=CC=C1)Cl